C[Sn](Cl)(Cl)Cl monomethyltin chloride